3-((1-(4-Chlorophenylethyl)piperidin-4-yl)(pyridin-3-yl)amino)phenol ClC1=CC=C(C=C1)CCN1CCC(CC1)N(C=1C=C(C=CC1)O)C=1C=NC=CC1